C(C)(C)(C)OC(NCC(F)(F)F)=O (2,2,2-trifluoroethyl)carbamic acid tert-butyl ester